benzylspiro[indolin-2,4'-piperidin]-3-one C(C1=CC=CC=C1)N1CCC2(CC1)NC1=CC=CC=C1C2=O